ClC1=NC=C(C(=N1)SC)C=CCNC(OC(C)(C)C)=O tert-butyl N-[3-(2-chloro-4-methylsulfanyl-pyrimidin-5-yl)allyl]carbamate